4-[8-Amino-1-(4-m-tolyloxy-phenyl)-imidazo[1,5-a]pyrazin-3-yl]-cyclohexanol NC=1C=2N(C=CN1)C(=NC2C2=CC=C(C=C2)OC=2C=C(C=CC2)C)C2CCC(CC2)O